4-allyl-1-(2,2-dimethoxy-2-phenylethoxy)-2-methoxybenzene C(C=C)C1=CC(=C(C=C1)OCC(C1=CC=CC=C1)(OC)OC)OC